C[Si](C)(C)C[Ni]C[Si](C)(C)C bis((trimethylsilyl)methyl)nickel